C(C)OC(C(C(CCC1OCCO1)C#N)C1=CC=C(C=C1)Br)=O (4-bromophenyl)-3-cyano-5-(1,3-dioxolan-2-yl)pentanoic acid ethyl ester